(S)-5-((((6-(2-chloro-3-(3-chloro-2-(3-((isobutylamino)methyl)-1-methyl-1H-indol-6-yl)pyridin-4-yl)phenyl)-2-methoxypyridin-3-yl)methyl)amino)methyl)pyrrolidin-2-one ClC1=C(C=CC=C1C1=C(C(=NC=C1)C1=CC=C2C(=CN(C2=C1)C)CNCC(C)C)Cl)C1=CC=C(C(=N1)OC)CNC[C@@H]1CCC(N1)=O